4-(2-Amino-5-(1-methyl-1H-indazol-4-yl)-4-oxo-4,7-dihydro-3H-pyrrolo[2,3-d]pyrimidin-6-yl)-N,N-dimethylbenzenesulfonamide NC=1NC(C2=C(N1)NC(=C2C2=C1C=NN(C1=CC=C2)C)C2=CC=C(C=C2)S(=O)(=O)N(C)C)=O